(R)-6-chloro-3-((1-(3,6-dimethyl-2-(4-(1-methyl-1H-indazol-4-yl)piperidin-1-yl)-4-oxo-3,4-dihydroquinazolin-8-yl)ethyl)amino)-N-(methylsulfonyl)picolinamide ClC1=CC=C(C(=N1)C(=O)NS(=O)(=O)C)N[C@H](C)C=1C=C(C=C2C(N(C(=NC12)N1CCC(CC1)C1=C2C=NN(C2=CC=C1)C)C)=O)C